CC=1N=C(SC1)NC(=O)C1CC1 N-(4-methylthiazol-2-yl)cyclopropanecarboxamide